NC1=NC(=NC=C1CN(C=O)C(C)=C(CCOP(=O)(O)O)\S=C(\C1=CC(=CC=C1)OC)/[O-])C (Z)-S-(2-(N-((4-amino-2-methylpyrimidin-5-yl)methyl)formamido)-5-(phosphonooxy)pent-2-en-3-yl)3-methoxybenzothioate